C(#N)C1=C(CN2CCC(CC2)C(=O)O)C(=CC(=C1)C1CN(C1)C1=C(C=CC=C1Cl)Cl)C 1-(2-cyano-4-(1-(2,6-dichlorophenyl)azetidin-3-yl)-6-methylbenzyl)-piperidine-4-carboxylic acid